3-ethyl-7-((6-(4-fluorophenyl)-2,6-diazaspiro[3.3]heptan-2-yl)methyl)quinolin-2(1H)-one C(C)C=1C(NC2=CC(=CC=C2C1)CN1CC2(C1)CN(C2)C2=CC=C(C=C2)F)=O